2-[(2-chloro-6-fluoro-benzoyl)amino]-4-[2-(1-methylcyclopropoxy)ethyl-[4-(5,6,7,8-tetrahydro-1,8-naphthyridin-2-yl)butyl]amino]butanoic acid ClC1=C(C(=O)NC(C(=O)O)CCN(CCCCC2=NC=3NCCCC3C=C2)CCOC2(CC2)C)C(=CC=C1)F